BrC1=NC2=NC(=NC(=C2N1C1CCC1)N1CC2CCC(C1)N2C(=O)OC(C)(C)C)SC tert-butyl 3-[8-bromo-7-cyclobutyl-2-(methylsulfanyl)-7H-purin-6-yl]-3,8-diazabicyclo[3.2.1]octane-8-carboxylate